C(CCC)OC(CCC(F)OCCCC)F 1,4-dibutoxy-1,4-difluorobutane